2-butyl-1-[(1S)-1-(3-fluorophenyl)propyl]-6-hydroxy-5-{[4-(3-methylpyridin-4-yl)phenyl]methyl}-1,4-dihydropyrimidin-4-one C(CCC)C=1N(C(=C(C(N1)=O)CC1=CC=C(C=C1)C1=C(C=NC=C1)C)O)[C@@H](CC)C1=CC(=CC=C1)F